O1CCC(CC1)C(=O)N oxane-4-carboxamide